N-((1-benzyl-3,3-difluorocyclobutyl)methyl)-6-oxo-1,6-dihydropyrazine-2-carboxamide C(C1=CC=CC=C1)C1(CC(C1)(F)F)CNC(=O)C=1NC(C=NC1)=O